C(C)(C)(C)OC(NC1CCN(CC1)C1=NC=C(C=C1)O)=O (1-(5-hydroxypyridin-2-yl)piperidin-4-yl)carbamic acid tert-butyl ester